ClC1=NC(=NC2=CC=C(C=C12)C(F)(F)F)COCCN1C(C2=CC=CC=C2C1=O)=O 2-(2-((4-Chloro-6-(trifluoromethyl)-quinazolin-2-yl)-methoxy)ethyl)-isoindoline-1,3-dione